1-(2-fluoro-6-nitrophenyl)piperidine-4-carboxylic acid ethyl ester C(C)OC(=O)C1CCN(CC1)C1=C(C=CC=C1[N+](=O)[O-])F